Cl.N1C[C@H](CC1)NC1=CC=NC2=CC=CC=C12 (S)-N-(pyrrolidin-3-yl)quinolin-4-amine hydrochloride